3-(2-chloro-3-(4,4,5,5-tetramethyl-1,3,2-dioxaborolan-2-yl)phenyl)piperidine ClC1=C(C=CC=C1B1OC(C(O1)(C)C)(C)C)C1CNCCC1